COC(=O)C=1C=C2C=C(N(C2=CC1)CC(O)([2H])[2H])CC1=C(C=C(C=C1)Cl)C(F)(F)F 2-[[4-chloro-2-(trifluoromethyl)phenyl]methyl]-1-(2,2-dideuterio-2-hydroxy-ethyl)indole-5-carboxylic acid methyl ester